C1(=CC(=CC=C1)C1=C(C(=NC(=C1C#N)N1CCCC1)N)C#N)C1=CC=CC=C1 4-([1,1'-biphenyl]-3-yl)-2-amino-6-(pyrrolidin-1-yl)pyridine-3,5-dicarbonitrile